ClC1=NC=C(C=C1)CN1C(NCC1)=C[N+](=O)[O-] 2-chloro-5-((2-(nitromethylene)imidazolin-1-yl)methyl)pyridine